N-(1-(2-fluorophenyl)cyclopentyl)-3-(4H-1,2,4-triazol-4-yl)benzamide FC1=C(C=CC=C1)C1(CCCC1)NC(C1=CC(=CC=C1)N1C=NN=C1)=O